5-((8-diphenylmethyl-3,8-diazabicyclo[3.2.1]octan-3-yl)methyl)-2-(2,4-dioxotetrahydropyrimidine-1(2H)-yl)isoindoline-1,3-dione C1(=CC=CC=C1)C(N1C2CN(CC1CC2)CC=2C=C1C(N(C(C1=CC2)=O)N2C(NC(CC2)=O)=O)=O)C2=CC=CC=C2